O1COC2=C1C=CC(=C2)C([O-])=S benzo[d][1,3]dioxolane-5-thiocarboxylate